C(C1=CC=CC=C1)OC(CNC1CCCC1)=O cyclopentylglycine benzyl ester